FC=1C=C(C=NC1)[C@H]1N(OCC1)C(=O)C1CCN(CC1)C1=NC=C(C(=N1)C(=O)N)C 2-[4-[(3S)-3-(5-Fluoro-3-pyridyl)isoxazolidine-2-carbonyl]-1-piperidyl]-5-methyl-pyrimidine-4-carboxamide